CNC(CC(C=1C=NC=CC1)NC(=O)C1=CC=2N(C=C1)C=CN2)=O N-(3-(methylamino)-3-oxo-1-(pyridin-3-yl)propyl)imidazo[1,2-a]pyridine-7-amide